CN(C/C=C/C(=O)N1C2CN(CC1C2)C(=O)C=2SC(=CC2)C2CCN(CC2)C)C (e)-4-(dimethylamino)-1-(3-(5-(1-methylpiperidin-4-yl)thiophene-2-carbonyl)-3,6-diazabicyclo[3.1.1]heptan-6-yl)but-2-en-1-one